ICC1C2CCC(C1)C2 2-(iodomethyl)norbornane